FC(C(=O)N1CC(C1)N1N=C(C=2C1=NC=CC2)\C=C\C2=CC=CC=C2)=C (E)-2-fluoro-1-(3-(3-styryl-1H-pyrazolo[3,4-b]pyridin-1-yl)azetidin-1-yl)prop-2-en-1-one